C(CCC=C)OC[C@@]12C[C@H](N([C@H]2C1)C(CNC([C@@H](NC(CCCCCCCCC=C)=O)CCOC1=CC=CC=C1)=O)=O)C(=O)OCC1=CC=CC=C1 benzyl (1S,3S,5R)-5-((pent-4-en-1-yloxy)methyl)-2-(O-phenyl-N-(undec-10-enoyl)-L-homoserylglycyl)-2-azabicyclo[3.1.0]hexane-3-carboxylate